FC=1C=CC(=NC1)C=1C=C2C(=NC=NC2=C(C1)OC)NC(C)C=1N=NC(=CC1)C(F)(F)F 6-(5-fluoro-2-pyridinyl)-8-methoxy-N-[1-[6-(trifluoromethyl)pyridazin-3-yl]ethyl]quinazolin-4-amine